4-(6-(2,8-diazaspiro[4.5]decan-2-yl)pyridin-3-yl)-6-ethoxy-1H-pyrazolo[3',4':3,4]pyrazolo[1,5-a]pyridine C1N(CCC12CCNCC2)C2=CC=C(C=N2)C=2C=1N(C=C(C2)OCC)N=C2C1C=NN2